OCCNC=1N(C(C=2NC(=NC2N1)C=1C=NN(C1)CC1=CC(=CC=C1)C(F)(F)F)=O)CCC 2-(2-Hydroxy-ethylamino)-1-propyl-8-[1-(3-trifluoromethyl-benzyl)-1H-pyrazol-4-yl]-1,7-dihydro-purin-6-one